2-chloro-3-((4-acetyl-5-methyl-1H-1,2,3-triazol-1-yl)methyl)quinoline ClC1=NC2=CC=CC=C2C=C1CN1N=NC(=C1C)C(C)=O